NC=1C=C(C=C(C1)C(F)(F)F)[C@@H](C)NC=1C2=C(N=C(N1)C)N=C(C(=C2)C=2C=NC=NC2)N2CCCC2 (R)-N-(1-(3-amino-5-(trifluoromethyl)phenyl)ethyl)-2-methyl-6-(pyrimidin-5-yl)-7-(pyrrolidin-1-yl)pyrido[2,3-d]pyrimidin-4-amine